1-[2-{3-(3,5-di-tert-butyl-4-hydroxyphenyl)propionyloxy}-butyl]-4-[3-(3,5-di-tert-butyl-4-hydroxyphenyl)propionyloxy]2,2,6,6-tetramethylpiperidine C(C)(C)(C)C=1C=C(C=C(C1O)C(C)(C)C)CCC(=O)OC(CN1C(CC(CC1(C)C)OC(CCC1=CC(=C(C(=C1)C(C)(C)C)O)C(C)(C)C)=O)(C)C)CC